5-((1,3,4-Thiadiazol-2-yl)amino)-6-(4-methoxyphenyl)-2,3-diphenylpyrazolo[1,5-a]pyrimidin-7(4H)-one S1C(=NN=C1)NC=1NC=2N(C(C1C1=CC=C(C=C1)OC)=O)N=C(C2C2=CC=CC=C2)C2=CC=CC=C2